N1=CN=CC2=C1C=CS2=O Thieno[3,2-d]pyrimidinone